COC(C1=CC=C(C=C1)C1=C(N(C=2N=CN=C(C21)N)C)I)=O 4-{4-amino-6-iodo-7-methyl-7H-pyrrolo[2,3-d]pyrimidin-5-yl}benzoic acid methyl ester